ClC=1C=2C(N=C3N(C2C=CC1)C1=CC=C(C=C1C31CCCCC1)B1OC(C(O1)(C)C)(C)C)=O 4'-chloro-9'-(4,4,5,5-tetramethyl-1,3,2-dioxaborolan-2-yl)-5'H-spiro[cyclohexane-1,7'-indolo[1,2-a]quinazolin]-5'-one